[(2S,6R)-2-(hydroxymethyl)-6-(5-methyl-2,4-dioxo-pyrimidin-1-yl)-1,4-dioxan-2-yl]-methyl benzoate C(C1=CC=CC=C1)(=O)OC[C@]1(O[C@H](COC1)N1C(NC(C(=C1)C)=O)=O)CO